3-METHYL-1-BUTYLBORONIC ACID CC(CCB(O)O)C